(S)-(2,7-dimethyl-3-(3,4,5-trifluorophenyl)-2,4,5,7-tetrahydro-6H-pyrazolo[3,4-c]pyridin-6-yl)(2-methylquinoxalin-6-yl)methanone CN1N=C2[C@@H](N(CCC2=C1C1=CC(=C(C(=C1)F)F)F)C(=O)C=1C=C2N=CC(=NC2=CC1)C)C